C(C)(C)(C)OC(N(C=1CS(CC(C1)=O)(=O)=O)CC1=CC=CC=C1)=O.OC1=C(C2=CC=C3C=CC=C4C=CC(=C1)C2=C43)C=O 2-hydroxypyreneformaldehyde tert-butyl-benzyl(1,1-dioxido-5-oxo-5,6-dihydro-2H-thiopyran-3-yl)carbamate